tert-butyl N-methyl-N-(1-methyl-4,5,6,7-tetrahydro-2-benzothiophen-5-yl)carbamate CN(C(OC(C)(C)C)=O)C1CC=2C(=C(SC2)C)CC1